3-[(3,4-Dimethoxyphenyl)-(4-piperidinyl)methyl]pyridine COC=1C=C(C=CC1OC)C(C=1C=NC=CC1)C1CCNCC1